methyl (R)-1-(2-((6-(bis(tert-butoxycarbonyl)amino)-9H-purin-9-yl)methyl)-4-fluoro-3-(2,2,2-trifluoroethyl)phenyl)-3-((tert-butoxycarbonyl)amino)pyrrolidine-3-carboxylate C(C)(C)(C)OC(=O)N(C1=C2N=CN(C2=NC=N1)CC1=C(C=CC(=C1CC(F)(F)F)F)N1C[C@](CC1)(C(=O)OC)NC(=O)OC(C)(C)C)C(=O)OC(C)(C)C